5-bromo-4-chloro-6,8-difluoro-2-(methylthio)quinazoline BrC1=C2C(=NC(=NC2=C(C=C1F)F)SC)Cl